pyridin-3-ylmethyl-4-(4-(2-fluorophenylsulphonamido)benzoyl)piperazine N1=CC(=CC=C1)CN1CCN(CC1)C(C1=CC=C(C=C1)NS(=O)(=O)C1=C(C=CC=C1)F)=O